(1R,5S)-6-cyano-8-(2-phenylpropan-2-yl)-3,8-diazabicyclo[3.2.1]octane-3-carboxylic acid tert-butyl ester C(C)(C)(C)OC(=O)N1C[C@H]2CC([C@@H](C1)N2C(C)(C)C2=CC=CC=C2)C#N